Methyl-2,2-dichlorobutanoat COC(C(CC)(Cl)Cl)=O